2-(pentafluoro-λ6-sulfanyl)acetaldehyde FS(CC=O)(F)(F)(F)F